COC1=C(C=C(C(=C1)SCCC)OC)CCN 2-[2,5-Dimethoxy-4-(propylsulfanyl)phenyl]ethan-1-amine